COC1=C(C=CC=C1)N1CCN(CC1)C=O (4-(2-methoxy-phenyl)-piperazin-1-yl)methanone